BrC1=CC=C(C=C1)N1CC2(CN(C2)C[C@H](O)C=2C=C3CN(C(C3=CC2)=O)C2C(NC(CC2)=O)=O)C1 3-[5-[(1R)-2-[6-(4-bromophenyl)-2,6-diazaspiro[3.3]heptan-2-yl]-1-hydroxyethyl]-1-oxo-3H-isoindol-2-yl]piperidine-2,6-dione